N-(2-(3-((2-Cyanoethyl)(methyl)amino)propoxy)-5-(3'-methyl-2'-oxo-2',3'-dihydrospiro[cyclobutane-1,1'-pyrrolo[2,3-c]quinolin]-8'-yl)pyridin-3-yl)methanesulfonamide C(#N)CCN(CCCOC1=NC=C(C=C1NS(=O)(=O)C)C1=CC=2C3=C(C=NC2C=C1)N(C(C31CCC1)=O)C)C